3-[(3-chloro-2-methoxyphenyl)amino]-2-(3-{2-[(1S,3R,4R)-2-(prop-2-enoyl)-2-azabicyclo[2.2.1]heptan-3-yl]ethynyl}pyridin-4-yl)-1H,5H,6H,7H-pyrrolo[3,2-c]pyridin-4-one ClC=1C(=C(C=CC1)NC1=C(NC2=C1C(NCC2)=O)C2=C(C=NC=C2)C#C[C@@H]2N([C@H]1CC[C@@H]2C1)C(C=C)=O)OC